4-((2S,3R,4R,5S)-3-(3,4-difluoro-2-methoxyphenyl)-4,5-dimethyl-5-(trifluoromethyl)tetrahydrofuran-2-carboxamido)picolinamide FC=1C(=C(C=CC1F)[C@@H]1[C@H](O[C@@]([C@@H]1C)(C(F)(F)F)C)C(=O)NC1=CC(=NC=C1)C(=O)N)OC